ClC=1C=CC(=C(C1)C=1C(=NN(C(C1)=O)[C@H](C(=O)NC1=CC=C(C(=O)OC(C)(C)C)C=C1)CC1=CC=CC=C1)OC)C(CF)=O tert-butyl (S)-4-(2-(4-(5-chloro-2-(2-fluoroacetyl)phenyl)-3-methoxy-6-oxopyridazin-1(6H)-yl)-3-phenylpropanamido)benzoate